N-((6-methylpyridazin-3-yl)methyl)quinazolin-4-amine CC1=CC=C(N=N1)CNC1=NC=NC2=CC=CC=C12